C(C1=CC=CC=C1)N1S(C(C(C2=C1C=CC(=C2)C)=O)C2=CC=CC=C2)(=O)=O 1-benzyl-6-methyl-3-phenyl-1H-2,1-benzothiazin-4(3H)-one 2,2-dioxide